BrC1=C(CNC(=O)C=2C(=C(C(=CC2CCCCC)O)C2C(CCC(=C2)C)C(=C)C)O)C=CC=C1 N-(2-bromobenzyl)-2,6-dihydroxy-5'-methyl-4-pentyl-2'-(prop-1-en-2-yl)-1',2',3',4'-tetrahydro-[1,1'-biphenyl]-3-carboxamide